(bicyclo[1.1.1]pent-1-yl)-1-(7,7-dimethyl-2-oxobicyclo[2.2.1]hept-1-yl)-N-methyl-methanesulfonamide C12(CC(C1)C2)C(S(=O)(=O)NC)C21C(CC(CC2)C1(C)C)=O